C(CCCCCCC)(=O)SCCC[Si](OCC)(OCC)OCC 3-octanoylthio-1-Propyltriethoxysilane